2-phenyl-7-vinyl-3,4-dihydroisoquinoline-1(2H)-one C1(=CC=CC=C1)N1C(C2=CC(=CC=C2CC1)C=C)=O